ClC1=CC=C(C=C1)C1=NC=C(C=N1)C(=O)O 2-(4-chlorophenyl)pyrimidine-5-carboxylic acid